FC1(CN(C[C@@H]1OC1=C(C=C2C=NN(C2=C1)CC(F)(F)F)F)C1=CC(=NC(=N1)C)C=1C(NC(NC1)=O)=O)F (S)-6-(3,3-difluoro-4-((5-fluoro-1-(2,2,2-trifluoroethyl)-1H-indazol-6-yl)oxy)pyrrolidin-1-yl)-2-methyl-[4,5'-bipyrimidine]-2',4'(1'H,3'H)-dione